2-[4-[(2S)-4-(2,2-dimethylpropanoyl)-2-methylpiperazin-1-yl]spiro[6H-pyrrolo[2,3-d]pyrimidine-5,1'-cyclobutane]-7-yl]pyridine-4-carbonitrile CC(C(=O)N1C[C@@H](N(CC1)C=1C2=C(N=CN1)N(CC21CCC1)C1=NC=CC(=C1)C#N)C)(C)C